ClC1=C(N=CNC1=O)C(=O)OC methyl 5-chloro-6-oxo-1,6-dihydropyrimidine-4-carboxylate